C=1N=CN2C1C1=CC=CC=C1[C@@H]2[C@H]2CCC1=CN(N=C1[C@H]2O)C (6R,7S)-6-((S)-5H-Imidazo[5,1-a]isoindol-5-yl)-2-methyl-4,5,6,7-tetrahydro-2H-indazol-7-ol